N[C@@H](C(F)(F)F)C=1C=CC(=NC1)[C@H]1C[C@H](C1)C1=NN2C(=NC=3C(=CC=CC3C2=N1)OC)N 2-(cis-3-{5-[(1R)-1-amino-2,2,2-trifluoroethyl]pyridin-2-yl}cyclobutyl)-7-methoxy[1,2,4]triazolo[1,5-c]quinazolin-5-amine